BrC=1C2=C(N(CCC1C=O)C(C1=CC(=C(C=C1)C)F)=O)C=CC=C2 5-bromo-1-(3-fluoro-4-methylbenzoyl)-2,3-dihydro-1H-benzo[b]azepine-4-carbaldehyde